FCC1=CC=C(C=C1)C1CC(=NN1C(CC)=O)C=1SC=C(C1)C (5-(4-(Fluoromethyl)phenyl)-1-propionyl-4,5-dihydro-1H-pyrazol-3-yl)-4-methylthiophene